C(CCCCCCCCCCCCCCCCCCC(=O)OC1=NC2=CC(=CC=C2C=C1)OCCCCN1CCN(CC1)C1=CC=CC=2SC=CC21)(=O)OC2=NC1=CC(=CC=C1C=C2)OCCCCN2CCN(CC2)C2=CC=CC=1SC=CC12 bis(7-(4-(4-(benzo[b]thiophen-4-yl)piperazin-1-yl)butoxy)quinolin-2-yl) icosanedioate